C=1NC=C(C=2C1C=CC2)C#N cyclopenta[c]pyridine-4-carbonitrile